FC1=C(C=C(C=C1)O)C=1C(OC2=C(C1C)C=C(C=C2)O)C2=CC=C(C=C2)OC[C@H](C)N2C[C@@H](CC2)C 3-(2-fluoro-5-hydroxyphenyl)-4-methyl-2-(4-((S)-2-((R)-3-methylpyrrolidin-1-yl)propoxy)phenyl)-2H-benzopyran-6-ol